OC1=C(C(=CC(=C1)OCOC)OCOC)C(CC)=O 1-(2-hydroxy-4,6-bis(methoxymethoxy)phenyl)propane-1-one